ethyl 2-(3-bromopyrazolo[1,5-a]pyridin-5-yl)-5-methyl-oxazole-4-carboxylate BrC=1C=NN2C1C=C(C=C2)C=2OC(=C(N2)C(=O)OCC)C